NCCNC(C1=C(C=CC(=C1)C=1C(=NC=CC1)OCC)N1[C@@H](CN(CC1)C(C1=C(C=C(C=C1)Cl)Cl)=O)CC)=O N-(2-aminoethyl)-2-[(2R)-4-(2,4-dichlorobenzoyl)-2-ethylpiperazin-1-yl]-5-(2-ethoxypyridin-3-yl)benzamide